2-((Cyclopropylmethyl)amino)-1-(4-(2-(7,8-dimethyl-[1,2,4]triazolo[1,5-a]pyridin-6-yl)-3-isopropyl-1H-pyrrolo[3,2-b]pyridin-5-yl)piperazin-1-yl)ethan-1-on C1(CC1)CNCC(=O)N1CCN(CC1)C1=CC=C2C(=N1)C(=C(N2)C=2C(=C(C=1N(C2)N=CN1)C)C)C(C)C